C(C)(C)(C)N(C(O)=O)C1=CC(=NC=C1CCCN(C)C)NC(C)=O.ClC1=C(C=CC=C1)CC(=O)NC1=CC(=C(C=C1)N1C(C(=CC(=C1)Cl)Cl)=O)S(N)(=O)=O 2-(2-chlorophenyl)-N-[4-(3,5-dichloro-2-oxopyridin-1(2H)-yl)-3-sulfamoylphenyl]acetamide tert-butyl-(2-acetamido-5-(3-(dimethylamino)propyl)pyridin-4-yl)carbamate